FC=1C=C2C(C(NC2=CC1)=O)=CC=1NC=2CC(CCC2C1C)CNC([C@H](C)NC)=O (2S)-N-[[2-[(5-fluoro-2-oxo-indolin-3-ylidene)methyl]-3-methyl-4,5,6,7-tetrahydro-1H-indol-6-yl]methyl]-2-(methylamino)propanamide